COC=1C=C(C=CC1)C=1N=C(N2C1C=CC(=C2)C)C2CN(CCC2)C(=O)OC(C)(C)C tert-butyl 3-(1-(3-methoxyphenyl)-6-methylimidazo[1,5-a]pyridin-3-yl)piperidine-1-carboxylate